O1CC(C1)N1CCNCCC1 4-(oxetan-3-yl)-1,4-diazepane